C(C)(C)(C)C=1C(=NC(=C(C(=O)O)C1)Cl)Cl tert-butyl-2,6-dichloro-nicotinic acid